C1(CC1)C1=NC(=C(C#N)C=C1)NC1=CC(=CC=C1)CC 6-cyclopropyl-2-((3-ethylphenyl)amino)nicotinonitrile